N[C@@]1(CN(CC1)C1=C(C=NC=C1C1=NC2=C(N1)C=CC=C2C)C(=O)NC21CC(C2)C1)C 4-[(3S)-3-amino-3-methylpyrrolidin-1-yl]-N-{bicyclo[1.1.1]pentan-1-yl}-5-(4-methyl-1H-1,3-benzodiazol-2-yl)pyridine-3-carboxamide